6-[4-[3-[2-[(E)-3-[4-(Dimethylamino)phenyl]prop-2-enoyl]phenoxy]propyl]piperazin-1-yl]-1,3-dimethylpyrimidine-2,4-dione CN(C1=CC=C(C=C1)/C=C/C(=O)C1=C(OCCCN2CCN(CC2)C2=CC(N(C(N2C)=O)C)=O)C=CC=C1)C